(2-chlorophenyl)-[1-hydroxy-7-[5-(trifluoromethyl)-1,2,4-oxadiazol-3-yl]-2,3,1-benzodiazaborinin-2-yl]methanone ClC1=C(C=CC=C1)C(=O)N1B(C2=C(C=N1)C=CC(=C2)C2=NOC(=N2)C(F)(F)F)O